C(C)(C)(C)OC(N(C)C1CN(CC1)C(=O)C=1C=NC(=CC1)NC1=C2C(=NC(=C1)OC=1C=NC(=CC1C)C#N)N(C=N2)C)=O (1-{6-[5-(6-cyano-4-methyl-pyridin-3-yloxy)-3-methyl-3H-imidazo[4,5-b]pyridin-7-ylamino]-pyridine-3-carbonyl}-pyrrolidin-3-yl)-methyl-carbamic acid tert-butyl ester